4-Nonacosenoic acid C(CCC=CCCCCCCCCCCCCCCCCCCCCCCCC)(=O)O